1-Cyclopropyl-5-[6-(ethylamino)-2-fluoropyridin-3-yl]pyrazole-4-carboxylic acid C1(CC1)N1N=CC(=C1C=1C(=NC(=CC1)NCC)F)C(=O)O